C/C(/C(=O)N)=C\C=1SC=C(C1)C=1C=NC(=CC1)C#N (E)-2-methyl-3-(4-(6-cyanopyridin-3-yl)thiophen-2-yl)acrylamide